The molecule is a 3-hydroxy fatty acyl-CoA that results from the formal condensation of the thiol group of coenzyme A with the carboxy group of (3R,8Z,11Z,14Z)-3-hydroxyicosatrienoic acid. It is a (R)-3-hydroxyacyl-CoA, a 3-hydroxy fatty acyl-CoA, an unsaturated fatty acyl-CoA and a long-chain fatty acyl-CoA. It is a conjugate acid of a (3R,8Z,11Z,14Z)-3-hydroxyicosatrienoyl-CoA(4-). CCCCC/C=C\\C/C=C\\C/C=C\\CCCC[C@H](CC(=O)SCCNC(=O)CCNC(=O)[C@@H](C(C)(C)COP(=O)(O)OP(=O)(O)OC[C@@H]1[C@H]([C@H]([C@@H](O1)N2C=NC3=C(N=CN=C32)N)O)OP(=O)(O)O)O)O